2-Acetamido-N-(5-nitro-4-(trifluoromethyl)thiazol-2-yl)benzamide C(C)(=O)NC1=C(C(=O)NC=2SC(=C(N2)C(F)(F)F)[N+](=O)[O-])C=CC=C1